6-(2-Chloro-3-propoxyphenyl)-N-[(2-oxo-1H-pyridin-3-yl)sulfonyl]-2-(2,4,6-trimethylphenoxy)pyridin-3-carboxamid ClC1=C(C=CC=C1OCCC)C1=CC=C(C(=N1)OC1=C(C=C(C=C1C)C)C)C(=O)NS(=O)(=O)C=1C(NC=CC1)=O